5-[2-(tert-butoxycarbonylamino)ethylamino]-6-fluoro-pyrazolo[1,5-a]pyrimidine-3-carboxylic acid C(C)(C)(C)OC(=O)NCCNC1=NC=2N(C=C1F)N=CC2C(=O)O